(R)-4-phenyl-1-((3aS,4S,6S,7aR)-3a,5,5-trimethylhexahydro-4,6-methanobenzo[d][1,3,2]dioxaborol-2-yl)butan-1-amine C1(=CC=CC=C1)CCC[C@H](N)B1O[C@@]2([C@H](O1)C[C@H]1C([C@@H]2C1)(C)C)C